thieno[2,3-c]naphtho[1',2':4,5]imidazo[1,2-a]pyridine S1C=CC2=C1C=1N(C=C2)C2=C(N1)C1=CC=CC=C1C=C2